tert-butyl 3-(7-(2-((tert-butoxycarbonyl)amino)-3-cyano-7-fluorobenzo[b]thiophen-4-yl)-2,8-difluoroquinazolin-4-yl)-3,8-diazabicyclo[3.2.1]octane-8-carboxylate C(C)(C)(C)OC(=O)NC1=C(C2=C(S1)C(=CC=C2C2=CC=C1C(=NC(=NC1=C2F)F)N2CC1CCC(C2)N1C(=O)OC(C)(C)C)F)C#N